6-chloropyrazolo-[1,5-a]-pyrazine ClC=1N=CC=2N(C1)N=CC2